NC1=NC=C2N(C(N(C2=N1)[C@@H]1O[C@@H](C[C@H]1O)C(C)(C)O)=O)CC#C 2-amino-9-((2r,3r,5s)-3-hydroxy-5-(2-hydroxyprop-2-yl)tetrahydrofuran-2-yl)-7-(prop-2-yn-1-yl)-7,9-dihydro-8H-purin-8-one